4-((3-(2-((6-chloropyridin-2-yl)oxy)ethoxy)-5-methoxypyridin-2-yl)ethynyl)-N1-methyl-2,7-naphthyridine-1,6-diamine ClC1=CC=CC(=N1)OCCOC=1C(=NC=C(C1)OC)C#CC1=CN=C(C2=CN=C(C=C12)N)NC